C1(CC1)OC=1C=C(C(=NC1)C1=CC=C(C=C1)C1(COC1)C(=O)NC1=CC=C(C=C1)F)CO 3-(4-(5-cyclopropoxy-3-(hydroxymethyl)pyridin-2-yl)phenyl)-N-(4-fluorophenyl)oxaCyclobutane-3-carboxamide